1-Tert-butyl N-[4-[[4-[1-(2,6-dioxo-3-piperidyl)-3-methyl-2-oxo-benzimidazol-4-yl]piperazin-1-yl]methyl]cyclohexyl]carbamate O=C1NC(CCC1N1C(N(C2=C1C=CC=C2N2CCN(CC2)CC2CCC(CC2)NC(OC(C)(C)C)=O)C)=O)=O